OC1=C(C(=C2C(=N1)C(=NN2CC2=CC=C(C=C2)OC)C)O)C(=O)OC methyl 5,7-dihydroxy-1-(4-methoxybenzyl)-3-methyl-1H-pyrazolo[4,3-b]pyridine-6-carboxylate